CC1NC(CCC1)=O 2-methyl-6-oxopiperidin